2-(12-isopropyl-9-oxo-3-thia-1,10,11-triazatricyclo[6.4.0.02,6]dodeca-2(6),4,7,11-tetraen-10-yl)-N-(2-methylpyrazol-3-yl)acetamide C(C)(C)C1=NN(C(C2=CC=3C=CSC3N12)=O)CC(=O)NC=1N(N=CC1)C